CN1C(=NC=C1)COC1=CC=C(C=C1)C(C=C)=O 1-[4-[(1-methylimidazol-2-yl)methoxy]phenyl]prop-2-en-1-one